methyl 1-(2-chloropyridin-4-yl)cyclopropane-1-carboxylate ClC1=NC=CC(=C1)C1(CC1)C(=O)OC